ClC1=C(C(=CC=C1)Cl)NC(=O)C=1C(=NC(=NC1)NC1=CC=C(C=C1)CN1CCN(CC1)C)OCC N-(2,6-dichlorophenyl)-4-ethoxy-2-{{4-[(4-methylpiperazin-1-yl)methyl]phenyl}amino}pyrimidine-5-carboxamide